NCCNCCNCCNCCN1CCN(CC1)CCN N-[2-[(2-aminoethyl)amino]ethyl]-N'-[2-[4-(2-aminoethyl)-piperazin-1-yl]ethyl]ethane-1,2-diamine